6-(2-(methylsulfonyl)pyrimidin-5-yl)-N-(prop-2-yn-1-yl)-hex-5-ynylamide CS(=O)(=O)C1=NC=C(C=N1)C#CCCCC[N-]CC#C